5-Bromo-1,2-dimethyl-3-nitroaniline BrC=1C=C(C(C(N)(C1)C)C)[N+](=O)[O-]